ethyl-sulfuric acid difluoro-phosphite P(O)(F)F.C(C)OS(O)(=O)=O